FC1=C(CNC2=CC=C3C(=N2)CN(C3=O)CCNC(N(C)C)=O)C=CC(=C1)F 3-(2-(2-((2,4-Difluorobenzyl)amino)-5-oxo-5,7-dihydro-6H-pyrrolo[3,4-b]pyridin-6-yl)ethyl)-1,1-dimethylurea